C(C)OC(C([C@H]([C@H]([C@H](CC)C)NC(=O)OC(C)(C)C)O)CC)=O ethyl-(3R,4S,5S)-4-((tert-butoxycarbonyl)amino)-3-hydroxy-5-methylheptanoic acid ethyl ester